(3Z)-2-oxo-3-(3-oxoindolin-2-ylidene)-N-tetrahydropyran-4-yl-indoline-1-carboxamide O=C\1N(C2=CC=CC=C2/C1=C\1/NC2=CC=CC=C2C1=O)C(=O)NC1CCOCC1